1-[(5S,7S)-7-fluoro-5-phenyl-6,7-dihydro-5H-pyrrolo[1,2-b][1,2,4]triazol-2-yl]pyrazole-4-carbaldehyde F[C@H]1C[C@H](N2N=C(N=C21)N2N=CC(=C2)C=O)C2=CC=CC=C2